NC1=CC=NN1C1=NN=C(S1)NC(=O)C1=CC(=C(C(O1)=O)OCC(COC)(C)C)C1=NC=CC=C1OC N-(5-(5-amino-1H-pyrazol-1-yl)-1,3,4-thiadiazol-2-yl)-3-(3-methoxy-2,2-dimethylpropoxy)-4-(3-methoxypyridin-2-yl)-2-oxo-2H-pyran-6-carboxamide